(7-(6-butyryl-4-chloropyridin-3-yl)-2,6-naphthyridin-3-yl)cyclopropanecarboxamide C(CCC)(=O)C1=CC(=C(C=N1)C1=NC=C2C=C(N=CC2=C1)C1(CC1)C(=O)N)Cl